2-Amino-5-[(3-bromophenyl)thio]isonicotinic acid methyl ester COC(C1=CC(=NC=C1SC1=CC(=CC=C1)Br)N)=O